N-(1-(5-(6-Ethoxy-1H-pyrazolo[3',4':3,4]pyrazolo[1,5-a]pyridin-4-yl)pyridine-2-yl)-4-(hydroxymethyl)piperidin-4-yl)-2,5-difluorobenzamide C(C)OC=1C=C(C=2N(C1)N=C1C2C=NN1)C=1C=CC(=NC1)N1CCC(CC1)(CO)NC(C1=C(C=CC(=C1)F)F)=O